C1(CCCCC1)[C@H](C(=O)N[C@@H](C(=O)NC)CCCC1=CC=CC=C1)NC(=O)[C@H]1NCCCC1 (S)-N-((R)-1-cyclohexyl-2-(((R)-1-(methylamino)-1-oxo-5-phenylpentan-2-yl)amino)-2-oxoethyl)piperidine-2-carboxamide